C(C(C)(C)C)(=O)O[C@H]1CN(CC=C1)C(=O)OC(C)(C)C tert-butyl (R)-3-(pivaloyloxy)-3,6-dihydropyridine-1(2H)-carboxylate